ClC1=CC=C(C=C1)C=CC(=O)C1=C(C=CC=C1)O 3-(4-chlorophenyl)-1-(2-hydroxyphenyl)-2-propen-1-one